2,5-dimethyl-2,5-di(tertiary-butylperoxyl)-hexane CC(C)(CCC(C)(OOC(C)(C)C)C)OOC(C)(C)C